7-cyclopentyl-N,N-dimethyl-2-[[5-[4-(3-piperazin-1-ylphenyl)-piperazin-1-yl]-2-pyridinyl]amino]pyrrolo[2,3-d]pyrimidine-6-carboxamide C1(CCCC1)N1C(=CC2=C1N=C(N=C2)NC2=NC=C(C=C2)N2CCN(CC2)C2=CC(=CC=C2)N2CCNCC2)C(=O)N(C)C